C(C)N(C1=CC=C(C=N1)C=O)CC 6-(diethylamino)pyridine-3-formaldehyde